N[C@H](C(=O)OCCCCC)COC(C)(C)C pentyl (S)-2-amino-3-t-butoxypropionate